Cl.C(CCC)OC=1C=C(C=CC1)CCNCC(=O)N(C)C 2-[2-(3-butoxyphenyl)-ethylamino]-N,N-dimethylacetamide hydrochloride salt